2-[5-[5-[(1R)-1-(3,5-dimethylpyridazin-4-yl)ethoxy]-1H-indazol-3-yl]pyrimidin-2-yl]-6λ6-thia-2-azaspiro[3.4]octane 6,6-dioxide CC=1N=NC=C(C1[C@@H](C)OC=1C=C2C(=NNC2=CC1)C=1C=NC(=NC1)N1CC2(C1)CS(CC2)(=O)=O)C